CCCCCCCCCCCC\C=C/CCCCCC Z-13-eicosene